2-(7-(4-chlorophenyl)-9-(difluoromethoxy)-2-methyl-3-oxo-3,5-dihydro-2H-benzo[c]pyrido[3,4-e]azepin-5-yl)-N-ethylacetamide ClC1=CC=C(C=C1)C1=NC(C=2C(C3=C1C=C(C=C3)OC(F)F)=CN(C(C2)=O)C)CC(=O)NCC